C1(C=CC(N1CCCCCCCCCCSSCCCN1CCCNCCNCCCNCC1)=O)=O 8-[3-((maleimidodecyl)disulfanyl)propyl]-1,4,8,11-tetraazacyclotetradecane